N-[2-[4-(hydroxymethyl)cyclohexyl]-6-methoxy-indazol-5-yl]-5-(trifluoromethyl)pyrazolo[1,5-a]pyrimidine-3-carboxamide OCC1CCC(CC1)N1N=C2C=C(C(=CC2=C1)NC(=O)C=1C=NN2C1N=C(C=C2)C(F)(F)F)OC